CC(C(=O)O)CCCl methyl-4-chlorobutanoic acid